C(C)(C)(C)[Si](C)(C)OC1=CC=C(C=C1)N=C=O tert-butyl-(4-isocyanatophenoxy)dimethylsilane